2-(2-chloro-6,7-dihydropyrido[2,3-d]pyrimidin-8(5H)-yl)-1-fluoro-8,9,10,11-tetrahydro-5H-pyrido[3',4':4,5]pyrrolo[2,3-f]isoquinolin-7(6H)-one ClC=1N=CC2=C(N1)N(CCC2)C=2N=CC=1CCC3=C(C1C2F)NC2=C3C(NCC2)=O